(S)-4-((2-(1H-pyrazol-4-yl)ethyl)amino)-N-(1-(3-fluorophenyl)ethyl)-5,6-dimethylpyrimidine-2-carboxamide N1N=CC(=C1)CCNC1=NC(=NC(=C1C)C)C(=O)N[C@@H](C)C1=CC(=CC=C1)F